CC(C)C1=CC=C(C=C1)NC(=O)N(C)C The molecule is a member of the class of phenylureas that is 1,1-dimethylurea substituted by a p-cumenyl group at position 3. A selective, systemic herbicide used to control annual grasses and broadleaf weeds in cereals, its use within the EU has been banned after September 2017 on the grounds of potential groundwater contamination and risks to aquatic life; there have also been concerns about its endocrine-disrupting properties. It has a role as an environmental contaminant, a xenobiotic, a herbicide and an agrochemical.